C1(=CC=CC=C1)CC(=O)NC1CC(C1)N1C2=NC=NC(=C2N=C1)NC1=CC=C(C=C1)C1CCN(CC1)CC1CCN(CC1)C(=O)OC(C)(C)C tert-butyl 4-((4-(4-((9-((1s,3s)-3-(2-phenylacetamido)cyclobutyl)-9H-purin-6-yl)amino)phenyl)piperidin-1-yl)methyl)piperidine-1-carboxylate